6-chloro-1-(2,2-dimethylpropyl)-7-(2-fluoro-6-hydroxyphenyl)-4-(4-(2-propenoyl)-1-piperazinyl)pyrido[2,3-d]pyrimidin-2(1H)-one ClC1=CC2=C(N(C(N=C2N2CCN(CC2)C(C=C)=O)=O)CC(C)(C)C)N=C1C1=C(C=CC=C1O)F